3-(((endo)-3-(methylsulfonyl)-3-azabicyclo[3.2.1]octan-8-yloxy)carbonyl)but-3-enoic acid CS(=O)(=O)N1CC2CCC(C1)C2OC(=O)C(CC(=O)O)=C